1-(2-phenoxypyrimidin-5-yl)-5,6-dihydropyrimidine-2,4(1H,3H)-dione O(C1=CC=CC=C1)C1=NC=C(C=N1)N1C(NC(CC1)=O)=O